tert-butyl 4-(4-(2,5-dichloropyrimidin-4-yl)-1H-pyrazol-1-yl)piperidine-1-carboxylate ClC1=NC=C(C(=N1)C=1C=NN(C1)C1CCN(CC1)C(=O)OC(C)(C)C)Cl